(R,E)-3-(4-chlorophenyl)-N-((S)-3-methyl-2-(sulfamoylamino)butyl)-4-phenyl-N'-((4-(trifluoromethyl)phenyl)sulfonyl)-4,5-dihydro-1H-pyrazole-1-carboximidamide ClC1=CC=C(C=C1)C1=NN(C[C@H]1C1=CC=CC=C1)/C(/NC[C@H](C(C)C)NS(N)(=O)=O)=N/S(=O)(=O)C1=CC=C(C=C1)C(F)(F)F